4-((S or R)-1-((S)-((S)-7-(1-methyl-1H-pyrazol-4-yl)-2,3-dihydro-1H-pyrido[2,3-b][1,4]oxazin-3-yl)(phenyl)methoxy)propan-2-yl)benzonitrile CN1N=CC(=C1)C1=CC2=C(O[C@@H](CN2)[C@@H](OC[C@@H](C)C2=CC=C(C#N)C=C2)C2=CC=CC=C2)N=C1 |o1:17|